C1(=CCCC1)C1=CC=C2C(=N1)NN=C2N 6-(cyclopent-1-en-1-yl)-1H-pyrazolo[3,4-b]Pyridin-3-amine